8-(6-((R)-1-(2-((S)-3-methoxypyrrolidin-1-yl)ethoxy)ethyl)pyridin-3-yl)-3-methyl-1-(tetrahydro-2H-pyran-4-yl)-1H-imidazo[4,5-c]cinnolin-2(3H)-one CO[C@@H]1CN(CC1)CCO[C@H](C)C1=CC=C(C=N1)C1=CC=2C3=C(N=NC2C=C1)N(C(N3C3CCOCC3)=O)C